N-(1-(3-(5-methoxy-1H-indol-3-yl)propyl)-4-(methoxymethyl)piperidin-4-yl)-N-phenylpropionamide COC=1C=C2C(=CNC2=CC1)CCCN1CCC(CC1)(COC)N(C(CC)=O)C1=CC=CC=C1